N[C@H]1[C@@H](C1)C1=CC=C(C=C1)NC(C1=CC=C(C=C1)Br)=O trans-N-(4-(2-aminocyclopropyl)phenyl)-4-bromobenzamide